C1(CC1)S(=O)(=O)NC=1SC=C(N1)C1(CCOCC1)C(=O)NC1=C(C=C(C=C1)C1=NC(=CN=C1)OCC)F 4-(2-(cyclopropanesulfonamido)thiazol-4-yl)-N-(4-(6-ethoxypyrazin-2-yl)-2-fluorophenyl)tetrahydro-2H-pyran-4-carboxamide